C[C@]12CC(C[C@](CC1)(N2)C)N(C2=CC=C(N=N2)C2=CC(=C(C=C2O)C2=CC(NC=C2)=O)F)C 4-(4-(6-(((1R,3s,5S)-1,5-dimethyl-8-azabicyclo[3.2.1]octan-3-yl)(methyl)amino)pyridazin-3-yl)-2-fluoro-5-hydroxyphenyl)pyridin-2(1H)-one